4-((2,4-dichloro-5-methoxyphenyl)amino)-7-(3-(4-(3-((2,6-dioxopiperidin-3-yl)amino)benzyl)piperazin-1-yl)propoxy)-6-methoxyquinoline-3-carbonitrile ClC1=C(C=C(C(=C1)Cl)OC)NC1=C(C=NC2=CC(=C(C=C12)OC)OCCCN1CCN(CC1)CC1=CC(=CC=C1)NC1C(NC(CC1)=O)=O)C#N